(1-(naphthalen-1-yl)ethyl)quinoline-7-carboxamide tert-butyl-4-[[2-cyano-5-(2-methylprop-1-enyl)phenyl]methyl]piperazine-1-carboxylate C(C)(C)(C)OC(=O)N1CCN(CC1)CC1=C(C=CC(=C1)C=C(C)C)C#N.C1(=CC=CC2=CC=CC=C12)C(C)C1=NC2=CC(=CC=C2C=C1)C(=O)N